nonyl 8-((8,8-bis(((Z)-oct-5-en-1-yl)oxy)octyl)(2,3-dihydroxypropyl)amino)octanoate C(CCC\C=C/CC)OC(CCCCCCCN(CCCCCCCC(=O)OCCCCCCCCC)CC(CO)O)OCCCC\C=C/CC